NCCC1=CC2=C(N(C(N=C2)Cl)CC=2OC=CC2)N1 6-(2-aminoethyl)-2-chloro-N-[(furan-2-yl)methyl]-7H-pyrrolo[2,3-d]pyrimidin